N2-methyl-N3-(m-tolyl)pyrazine-2,3-diamine CNC1=NC=CN=C1NC=1C=C(C=CC1)C